1-(1-benzyl-3-methyl-1H-indol-5-yl)-3-methyl-1,3,5-triazine-2,4,6-trione C(C1=CC=CC=C1)N1C=C(C2=CC(=CC=C12)N1C(N(C(NC1=O)=O)C)=O)C